10-[(1,7-dimethylindazol-5-yl)methyl]-12-methyl-17-oxa-6,9,12,23,25-pentazapentacyclo[19.5.2.11,4.13,7.024,27]triaconta-3,5,7(29),19,21(28),22,24(27)-heptaene-8,11,26-trione CN1N=CC2=CC(=CC(=C12)C)CC1NC(C=2N=CC3=C(CC4(C(NC=5N=CC(C=CCOCCCCN(C1=O)C)=CC45)=O)C3)C2)=O